tert-Butyl (4-(5-(2,4-dioxotetrahydropyrimidin-1(2H)-yl)naphthalen-1-yl)but-3-yn-1-yl)carbamate O=C1N(CCC(N1)=O)C1=C2C=CC=C(C2=CC=C1)C#CCCNC(OC(C)(C)C)=O